6-(3,5-dichloro-4-((5-isopropyl-6-oxo-1,6-dihydropyridazin-3-yl)oxy)phenyl)-3,5-dioxine ClC=1C=C(C=C(C1OC1=NNC(C(=C1)C(C)C)=O)Cl)C=1OCOCC1